C(C)OC(=O)C1=C(N=C(N1O)C1=C(C=CC=C1)C#N)C 4-methyl-2-(2-cyanophenyl)-1-hydroxy-1H-imidazole-5-carboxylic acid ethyl ester